5-(3-chlorophenyl)-1,3,4-oxadiazol-2-amine ClC=1C=C(C=CC1)C1=NN=C(O1)N